4-((2-(methoxymethyl)-2-methylpiperidin-4-yl)methyl)morpholine COCC1(NCCC(C1)CN1CCOCC1)C